(2,2-diethoxyethyl)-4-(5-nitropyridin-2-yl)butyramide C(C)OC(CC(C(=O)N)CCC1=NC=C(C=C1)[N+](=O)[O-])OCC